COC(=O)C1=NC=C2N1C=C(C=C2N2C[C@@H](O[C@H](C2)C)C)S(N(COCC[Si](C)(C)C)C2(COC2)C)(=O)=O 8-((2S,6S)-2,6-dimethylmorpholinyl)-6-(N-(3-methyloxetane-3-yl)-N-((2-(trimethylsilyl)ethoxy)methyl)sulfamoyl)imidazo[1,5-a]pyridine-3-carboxylic acid methyl ester